5-((1-methyl-1H-pyrazol-4-yl)methoxy)-7-((2-methyl-[1,1'-biphenyl]-3-yl)methoxy)-2,3-dihydro-1H-indene-4-carbaldehyde CN1N=CC(=C1)COC1=C(C=2CCCC2C(=C1)OCC=1C(=C(C=CC1)C1=CC=CC=C1)C)C=O